C(C)C1=C(C=2C=C3C(=C(C(=CC=4[C@H]([C@@H](C(=C(C5=C(C(=C(N5)C=C1N2)C)C(=O)OC)CC(=O)OC)N4)CCC(=O)OC)C)N3)C)C=C)C methyl (7S,8S)-18-ethyl-5-(2-methoxy-2-oxoethyl)-7-(3-methoxy-3-oxopropyl)-2,8,12,17-tetramethyl-13-vinyl-7H,8H-porphyrin-3-carboxylate